O1CCC(CC1)C1=NC=2C(=NC=CC2C2CCN(CCC2)C=O)N1 [4-(2-tetrahydropyran-4-yl-3H-imidazo[4,5-b]pyridin-7-yl)azepan-1-yl]methanone